FC=1C=2N(C=C(C1C)C=1NC3=CC=C(C=C3C1C(C)C)C1CCN(CC1)C1COC1)N=CN2 8-fluoro-6-(3-isopropyl-5-(1-(oxetan-3-yl)piperidin-4-yl)-1H-indol-2-yl)-7-methyl-[1,2,4]triazolo[1,5-a]pyridine